C(=O)(O)C1C(C(CC1C(=O)O)C(=O)O)CC(=O)OC(CC1C(C(CC1C(=O)O)C(=O)O)C(=O)O)=O 2,3,5-tricarboxyl-cyclopentyl-acetic anhydride